SCC(CS)S 1,2,3-trismercaptopropane